(2S,4R)-1-(tert-butyldimethylsilyloxy)-2-methylpyrrolidine-2-carboxylic acid [Si](C)(C)(C(C)(C)C)ON1[C@@](CCC1)(C(=O)O)C